1,1'-azobis(cyclohexane-1-Carbonitrile) N(=NC1(CCCCC1)C#N)C1(CCCCC1)C#N